ClC1=CC=C(C=C1)S(=O)(=O)/C=C/CNC(=O)C=1C(NC=2CCN(CC2C1)C(=O)OC1COC1)=O oxetan-3-yl 3-{[(2E)-3-(4-chlorobenzenesulfonyl) prop-2-en-1-yl] carbamoyl}-2-oxo-1,2,5,6,7,8-hexahydro-1,6-naphthyridine-6-carboxylate